(2R,3S)-2-methylazetidine-3-Methanesulfonamide trifluoroacetate FC(C(=O)O)(F)F.C[C@H]1NC[C@@H]1CS(=O)(=O)N